CC(C)(C)OC(=O)NC1=CC(=C(C=C1)NCCC(C)C)[N+](=O)[O-] ({4-[(3-methylbutyl)amino]-3-nitrophenyl}amino)methanoic acid-2-methylpropan-2-yl ester